BrC=1SC=2C(N[C@H](CN3CC(CC1C23)(F)F)CO)=O (10R)-3-bromo-6,6-difluoro-10-(hydroxymethyl)-2-thia-8,11-diazatricyclo[6.4.1.04,13]trideca-1(13),3-dien-12-one